2-(spiro[chromane-3,1'-cyclobutane]-7-yl)acetic acid C12(CCC1)COC1=CC(=CC=C1C2)CC(=O)O